BrC1=C(C=NN1)C1=CC=C2C(N(C=NC2=C1)[C@H](C)C=1C=C(C(=O)NC2COC2)C=CC1)=O (R)-3-(1-(7-(5-bromo-1H-pyrazol-4-yl)-4-oxoquinazolin-3(4H)-yl)ethyl)-N-(oxetan-3-yl)benzamide